CC=1C(=NC=CC1)[C@H]1N[C@H](CCC1)C1=NC=CC=C1CC=1C=NC=CC1 |r| (+/-)-3-methyl-2-((2S,6R)-6-(3-(pyridin-3-ylmethyl)pyridin-2-yl)piperidin-2-yl)pyridine